The molecule is a 9,10-epoxy-18-hydroxyoctadecanoate that is the conjugate base of (9R,10S)-9,10-epoxy-18-hydroxyoctadecanoic acid arising from deprotonation of the carboxylic acid function; major species at pH 7.3. It is a conjugate base of a (9R,10S)-9,10-epoxy-18-hydroxyoctadecanoic acid. It is an enantiomer of a (9S,10R)-9,10-epoxy-18-hydroxyoctadecanoate. C(CCCCO)CCC[C@H]1[C@H](O1)CCCCCCCC(=O)[O-]